[Cl-].C(CCCCCCCCCCCCCCCCC)OCC[N+](C)(C)CCOCCCCCCCCCCCCCCCCCC N,N-bis(stearyl-oxyethyl)-N,N-dimethylammonium chloride